CCC(CC(=O)OOC(C)C)=O.CCC(CC(=O)OOC(C)C)=O.[Ti] titanium bis(isopropoxy) bis(methyl acetoacetate)